C(C(C)CCC[C@@H](C)[C@H]1CC[C@H]2[C@@H]3CCC4CCCC[C@]4(C)[C@H]3CC[C@]12C)(O)(O)O cholestantriol